6-isoquinolylboronic acid C1=NC=CC2=CC(=CC=C12)B(O)O